C(C)(C)(C)OC(=O)N=S(=O)(CCC(C)OS(=O)(=O)C)C1=CC=C(C(=O)OC)C=C1 methyl 4-[N-tert-butoxycarbonyl-S-(3-methylsulfonyloxybutyl)sulfonimidoyl]benzoate